3,3-Difluoro-2-(3-iodophenyl)-2-methylpropanoic acid methyl ester COC(C(C(F)F)(C)C1=CC(=CC=C1)I)=O